ethyl vinyl-sulphonate C(=C)S(=O)(=O)OCC